(S)-2-(4-(4-acryloyl-2-methylpiperazin-1-yl)-6-cyclopropyl-1-(2-isopropyl-4-methylpyridine-3-yl)-2-oxo-1,2-dihydropyrido[2,3-d]pyrimidin-7-yl)-6-methoxyphenyl acetate C(C)(=O)OC1=C(C=CC=C1OC)C=1C(=CC2=C(N(C(N=C2N2[C@H](CN(CC2)C(C=C)=O)C)=O)C=2C(=NC=CC2C)C(C)C)N1)C1CC1